(2R)-N-((S or R)-(4-chloro-3-cyano-phenyl)(5-fluoro-6-(trifluoromethyl)pyridin-2-yl)methyl)-2-methyl-3-oxopiperazine-1-carboxamide ClC1=C(C=C(C=C1)[C@H](NC(=O)N1[C@@H](C(NCC1)=O)C)C1=NC(=C(C=C1)F)C(F)(F)F)C#N |o1:7|